C1=CC=CC2=C1C=1C3=CC=CC=C3C3=C(C1C=1C=CC=CC21)C=CC=C3 dibenzo[g,p]chrysene